ethyl-butyl-phosphinic acid chloride C(C)P(=O)(CCCC)Cl